C(C)(C)(C)[Si](OCC=1N=CC2=C(N1)N(CC21CC1)C1=CC(=CC=C1)OC1=CC=CC=C1)(C)C tert-butyl-dimethyl-[[7-(3-phenoxyphenyl)spiro[6H-pyrrolo[2,3-d]pyrimidine-5,1'-cyclopropane]-2-yl]methoxy]silane